N(=C=O)C1C(CC(CC1)CC1CC(C(CC1)N=C=O)C)C bis-(4-isocyanato-3-methyl-cyclohexyl)-methane